(S)-6-(1-amino-1,3-dihydrospiro[indene-2,4'-piperidine]-1'-yl)-3-(1-(5-chloro-2-methoxypyridin-4-yl)vinyl)-1H-pyrazole N[C@@H]1C2=CC=CC=C2CC12CCN(CC2)C2=C(C(=CC(=N2)OC)C(=C)C2=NNC=C2)Cl